N-(5-(2-(((1r,4r)-4-aminocyclohexyl)amino)-8-ethylquinazolin-6-yl)-4-methoxy-pyridin-2-yl)-2-chlorobenzene-sulfonamide NC1CCC(CC1)NC1=NC2=C(C=C(C=C2C=N1)C=1C(=CC(=NC1)NS(=O)(=O)C1=C(C=CC=C1)Cl)OC)CC